Cinnamylalcohol C(C=CC1=CC=CC=C1)O